OC[C@@H]1CCC(N1C)=O (S)-5-(hydroxymethyl)-1-methylpyrrolidin-2-one